NC[C@@]1(OC2=C([C@@H]1O)C(=C(C=C2)Cl)C2=C(C(=O)N)C=CC(=C2F)OC)C2=C(C=CC=C2)OC(F)(F)F ((2S,3S,4S)-2-(aminomethyl)-5-chloro-3-hydroxy-2-(2-(trifluoromethoxy)phenyl)-2,3-dihydrobenzofuran-4-yl)-3-fluoro-4-methoxybenzamide